(8-phenethyl-2,8-diazaspiro[4.5]decan-2-yl)(3,3,5-trimethyl-2,3-dihydro-1H-pyrrolo[3,2-b]pyridin-1-yl)methanone C(CC1=CC=CC=C1)N1CCC2(CCN(C2)C(=O)N2CC(C3=NC(=CC=C32)C)(C)C)CC1